The molecule is the D-enantiomer of histidinate(2-). It has a role as a Saccharomyces cerevisiae metabolite. It is a conjugate base of a D-histidinate(1-). It is an enantiomer of a L-histidinate(2-). C1=C(N=C[N-]1)C[C@H](C(=O)[O-])N